ClC=1C2=C(N=CN1)N(C=C2)[C@@H]2O[C@@H]([C@H]1OC(O[C@H]12)(C)C)C=O [(3aR,4R,6S,6aS)-4-(4-chloropyrrolo[2,3-d]pyrimidin-7-yl)-2,2-dimethyl-3a,4,6,6a-tetrahydrofuro[3,4-d][1,3]dioxol-6-yl]methanone